CC1(OC2=C(C(=NC1)C=1C=NC3=CC=CC=C3C1)C=CC=C2)C dimethyl-5-(quinolin-3-yl)-2,3-dihydro-1,4-benzoxazepin